3,3''-((2R,3R)-2,3-bis(benzyloxy)butane-1,4-diyl)bis(2',4',6'-trimethyl-[1,1'-biphenyl]-2-ol) C(C1=CC=CC=C1)O[C@H](CC1=C(C(=CC=C1)C1=C(C=C(C=C1C)C)C)O)[C@@H](CC1=C(C(=CC=C1)C1=C(C=C(C=C1C)C)C)O)OCC1=CC=CC=C1